2-(2,4-difluorophenyl)-6-methyl-4-(1-methyl-2-oxo-5-phenyl-1,2-dihydropyridin-4-yl)-1,6-dihydro-7H-pyrrolo[2,3-c]pyridin-7-one FC1=C(C=CC(=C1)F)C1=CC2=C(C(N(C=C2C2=CC(N(C=C2C2=CC=CC=C2)C)=O)C)=O)N1